C(#N)C=1C(N(C2=C(C(=C(C=C2C1N1C[C@H](N(CC1)C(=O)OC(C)(C)C)C)C1CC1)C1=C2C=NNC2=CC=C1C)F)C[C@H]1N(CCC1)C)=O tert-butyl (2R)-4-(3-cyano-6-cyclopropyl-8-fluoro-7-(5-methyl-1H-indazol-4-yl)-1-(((S)-1-methylpyrrolidin-2-yl) methyl)-2-oxo-1,2-dihydroquinolin-4-yl)-2-methylpiperazine-1-carboxylate